C1(CC1)C1=NC(=C2C(=N1)N(N=C2)CC2CC2)NC=2N=CN(C2)C2=CC(=C(C(=C2)OC)OC)OC 6-cyclopropyl-1-(cyclopropylmethyl)-N-(1-(3,4,5-trimethoxyphenyl)-1H-imidazol-4-yl)-1H-pyrazolo[3,4-d]pyrimidin-4-amine